O(C1=CC=CC=C1)C=1C=C(OCCC#N)C=CC1 3-(3-phenoxyphenoxy)propionitrile